C(C)NC1=CC2=C(C(=NN(C2=O)CC(=O)NC2=NC=CC=N2)C(C)C)O1 [2-(Ethylamino)-4-oxo-7-(propan-2-yl)-4H,5H-furo[2,3-d]pyridazin-5-yl]-N-(pyrimidin-2-yl)acetamide